C(CCCCCCCCCCCCC)(=O)[O-].[Al+] aluminium monomyristate